FC([C@H]1C[C@H](CC1)N1C(C(=CC=C1)NC(C1=C(C=C(C=C1)NS(=O)(=O)CCO)N1CCC2(CC2)CC1)=O)=O)F N-(1-((1S,3R)-3-(difluoromethyl)cyclopentyl)-2-oxo-1,2-dihydropyridin-3-yl)-4-((2-hydroxyethyl)sulfonamido)-2-(6-azaspiro[2.5]octan-6-yl)benzamide